(2S)-2-hydroxy-3-(1H-imidazol-4-yl)propanoic acid O[C@H](C(=O)O)CC=1N=CNC1